NC1=NC=2C=CC(=CC2C2=C1C=NN2C)C(=O)N(N(C)C(=O)C2CC2)CC2=CC=C(C=C2)C=2C=NN(C2)C(F)(F)F 4-amino-N'-(cyclopropanecarbonyl)-N',1-dimethyl-N-(4-(1-(trifluoromethyl)-1H-pyrazol-4-yl)benzyl)-1H-pyrazolo[4,3-c]quinoline-8-carbohydrazide